C(CCCCCCC\C=C/C\C=C/CCCCC)N(CCCCCCCC\C=C/C\C=C/CCCCC)CCN1CCNCC1 (9Z,12Z)-N-((9Z,12Z)-Octadeca-9,12-dien-1-yl)-N-(2-(piperazin-1-yl)ethyl)octadeca-9,12-dien-1-amine